OCCCCCCCCCCCCCCCC1=C(C(CCC1(C)C)=O)C 3-(15-hydroxypentadecyl)-2,4,4-trimethyl-2-cyclohexene-1-one